CN1C(=NC2=C1C=CC=C2)CNCCCC N-[(1-methyl-1H-benzimidazol-2-yl)-methyl]N-butylamine